Carbonic acid (+-)-(4Z)-4-cycloocten-1-yl ester methyl ester COC(O[C@H]1CC\C=C/CCC1)=O |r|